C(CC(=O)C)(=O)NC1=CC=C(C=C1)O N-acetoacetyl-p-hydroxyaniline